2,2'-(1,4,7,10-tetraazacyclododecane-1,4-diyl)diacetic acid N1(CCN(CCNCCNCC1)CC(=O)O)CC(=O)O